C1(=CC=CC=C1)C(C(=O)O)CC PHENYL-BUTYRIC ACID